3-(4-(4-bromobutyl)phenyl)-7,8-dimethoxy-4H-chromen-4-one BrCCCCC1=CC=C(C=C1)C1=COC2=C(C(=CC=C2C1=O)OC)OC